2-[2,3-difluoro-4-[8-[4-[4-[(2S,4R)-4-hydroxy-4-methyl-pyrrolidine-2-carbonyl]piperazine-1-carbonyl]-3-methyl-anilino]imidazo[1,2-a]pyrazin-3-yl]phenoxy]acetonitrile formate C(=O)O.FC1=C(OCC#N)C=CC(=C1F)C1=CN=C2N1C=CN=C2NC2=CC(=C(C=C2)C(=O)N2CCN(CC2)C(=O)[C@H]2NC[C@](C2)(C)O)C